ClC1=CC=C(C=C1)C1=NN(C(N1C1=CC=C(C=C1)C)(C(=O)OCC)C(F)(F)F)C1=CC=CC=C1 ethyl 3-(4-chlorophenyl)-1-phenyl-4-(p-tolyl)-5-(trifluoromethyl)-4,5-dihydro-1H-1,2,4-triazole-5-carboxylate